1-(2,3-difluorobenzyl)-8-(1-(2,2-difluoroethyl)-1H-pyrazolo[3,4-b]pyrazin-6-yl)-3-(4-(trifluoromethyl)pyridin-2-yl)-1,3,8-triazaspiro[4.5]decane-2,4-dione FC1=C(CN2C(N(C(C23CCN(CC3)C3=CN=C2C(=N3)N(N=C2)CC(F)F)=O)C2=NC=CC(=C2)C(F)(F)F)=O)C=CC=C1F